deutero-adamantane [2H]C12CC3CC(CC(C1)C3)C2